IC1C(C=C(C=C1C)C(F)(F)F)(C(=O)[O-])OCOC 2-iodo-1-(methoxymethoxy)-3-methyl-5-(trifluoromethyl)benzeneAt